4-[1-(5-aminopyrazin-2-yl)-4-piperidinyl]piperazine-1-carboxylic acid tert-butyl ester C(C)(C)(C)OC(=O)N1CCN(CC1)C1CCN(CC1)C1=NC=C(N=C1)N